1-(2-methyl-4-((4-oxocyclohexyl)oxy)phenyl)-1H-pyrazole-4-carboxylic acid CC1=C(C=CC(=C1)OC1CCC(CC1)=O)N1N=CC(=C1)C(=O)O